O=C1[C@@H](O[C@@H]([C@H]1O)CO)N1C=NC=2C(N)=NC=NC12 ketodeoxyadenosine